O1N=C(CC1)C1=CC(=CC2=C1OCCO2)N2N=C(C=C(C2=O)C(=O)C2C(CCCC2=O)=O)C 2-(2-(8-(4,5-Dihydroisoxazol-3-yl)-2,3-dihydrobenzo[b][1,4]dioxin-6-yl)-6-methyl-3-oxo-2,3-Dihydropyridazine-4-carbonyl)cyclohexane-1,3-dione